3-Glycidyloxypropyl(dimethoxy)methylsilane C(C1CO1)OCCC[SiH2]C(OC)OC